tert-butyl N-[2-[2-[2-[4-[2-(2,6-dioxo-3-piperidyl)-1,3-dioxo-isoindolin-5-yl]piperazin-1-yl]ethoxy]ethoxy]ethyl]carbamate O=C1NC(CCC1N1C(C2=CC=C(C=C2C1=O)N1CCN(CC1)CCOCCOCCNC(OC(C)(C)C)=O)=O)=O